BrC1=C(C(=CC(=C1)C(=O)OC)[N+](=O)[O-])N[C@@H](CCOCC(=O)O)C (R)-2-(3-((2-bromo-4-(methoxycarbonyl)-6-nitrophenyl)amino)butoxy)acetic acid